(S)-1-Amino-8-aza-spiro[4.5]decan N[C@H]1CCCC12CCNCC2